CN1N=NN=C1C(C1=CC=CC=C1)=NOCC1=CC=CC(=N1)NC([O-])=O [6-[[[(1-methyltetrazol-5-yl)-phenyl-methylene]amino]oxymethyl]-2-pyridyl]carbamate